N[C@H]1CN(CCC1)C(=O)C=1C=CC=2N(C1)N=C(C2C)C=2N(C1=C(C=C(C=C1C2)F)C2CCN(CC2)C([C@@H](C)OC)=O)CC2CC2 (R)-1-(4-(2-(6-((R)-3-aminopiperidine-1-carbonyl)-3-methylpyrazolo[1,5-a]pyridin-2-yl)-1-(cyclopropylmethyl)-5-fluoro-1H-indol-7-yl)piperidin-1-yl)-2-methoxypropan-1-one